indol-6(7H)-one N1C=CC=2C=CC(CC12)=O